C[C@@]1(C2(CC(C1)C2)C(=O)C2=CC1=CC=CC=C1C=C2)C2=NC(=CC=C2)C ((1S,2R,4R)-2-methyl-2-(6-methylpyridin-2-yl)bicyclo[2.1.1]hexan-1-yl)(naphthalen-2-yl)methanone